5-fluoro-N-isopentylbenzamide FC=1C=CC=C(C(=O)NCCC(C)C)C1